(6-chloro-3-pyridinyl)-5-[(1R)-1-(3,5-dichloro-4-pyridinyl)ethoxy]-1H-indazole ClC1=CC=C(C=N1)N1N=CC2=CC(=CC=C12)O[C@H](C)C1=C(C=NC=C1Cl)Cl